C(C)(C)(C)C1=CC=C(C=C1)\C=C\[C@@H]1[C@@H](C1)C1=CC=C(C=C1)C 1-t-butyl-4-((E)-2-((1R,2R)-2-(p-tolyl)cyclopropyl)vinyl)benzene